C(C1=CC=CC=C1)N1C(C=2N(N=C3C(=C(C=CC23)Cl)Cl)CC1)C 2-benzyl-7,8-dichloro-1-methyl-1H,3H,4H-pyrazino[1,2-b]indazole